C(#N)C1=CC2=C(N(C(N=C2N2C[C@H](N(C[C@@H]2C)C(=O)OC(C)(C)C)C)=O)C=2C(=NC=CC2C)C(C)C)N=C1C1CCCCC1 tert-butyl (2R,5S)-4-(6-cyano-7-cyclohexyl-1-(2-isopropyl-4-methylpyridin-3-yl)-2-oxo-1,2-dihydropyrido[2,3-d]pyrimidin-4-yl)-2,5-dimethylpiperazine-1-carboxylate